3-(3-Hydroxyphenyl)propanoic acid OC=1C=C(C=CC1)CCC(=O)O